NC1=C(C(=O)NC2=CC=CC=3OC(OC32)(F)F)C=CC(=N1)Cl 2-amino-6-chloro-N-(2,2-difluorobenzo[d][1,3]dioxol-4-yl)nicotinamide